2,6-ditertiary butyl-phenol C(C)(C)(C)C1=C(C(=CC=C1)C(C)(C)C)O